2-[3-(4-Chlorophenyl)-1,2,4-oxadiazol-5-yl]propane-2-sulfonamide ClC1=CC=C(C=C1)C1=NOC(=N1)C(C)(C)S(=O)(=O)N